4-amino-N-(6-(((2S*,4R*)-2-methyl-1-propionyl-1,2,3,4-tetrahydroquinolin-4-yl)amino)pyridin-3-yl)but-2-ynamide trifluoroacetate FC(C(=O)O)(F)F.NCC#CC(=O)NC=1C=NC(=CC1)N[C@@H]1C[C@@H](N(C2=CC=CC=C12)C(CC)=O)C |o1:21,23|